1-(cyclopropanecarbonyl)-5-ethylsulfonyl-3-methyl-6-[3-methyl-6-(trifluoromethyl)imidazo[4,5-b]pyridine-2-yl]benzimidazol-2-one C1(CC1)C(=O)N1C(N(C2=C1C=C(C(=C2)S(=O)(=O)CC)C2=NC=1C(=NC=C(C1)C(F)(F)F)N2C)C)=O